3-(azetidin-1-yl)-4-((2S,5R)-2,5-dimethylpiperazin-1-yl)-1-(3-fluorophenyl)-1H-pyrrolo[3,2-c]pyridine N1(CCC1)C1=CN(C2=C1C(=NC=C2)N2[C@H](CN[C@@H](C2)C)C)C2=CC(=CC=C2)F